(E)-1-(4-Amino-2-hydroxyphenyl)-3-(4-phenylphenyl)prop-2-en-1-one NC1=CC(=C(C=C1)C(\C=C\C1=CC=C(C=C1)C1=CC=CC=C1)=O)O